[Si]([O-])([O-])(O)O.[Ca+2] monocalcium silicate